tert-butyl 3-(1-benzyl-3-methyl-2,5-dioxopyrrolidin-3-yl)-1H-pyrrole-1-carboxylate C(C1=CC=CC=C1)N1C(C(CC1=O)(C)C1=CN(C=C1)C(=O)OC(C)(C)C)=O